C(\C=C\C(=O)O)(=O)O.FC1=C(C=CC=C1)C1=CC(=CN1S(=O)(=O)C=1C=NC=CC1)CNC 1-[5-(2-fluorophenyl)-1-(pyridine-3-sulfonyl)-1H-pyrrol-3-yl]-N-methylmethylamine monofumarate